OC(CN1CNCNC1)(O)O hexahydro-trihydroxyethyl-s-triazine